Cl.NCC#CC1=C(C(=O)OC)C=CC(=C1)C#CCNC(=O)OCCOC1=CC=C(C=C1)C(=O)C1=CC=C(C=C1)C1=C(C=CC(=C1)C(NC1CC1)=O)C methyl 2-(3-aminoprop-1-yn-1-yl)-4-(3-(((2-(4-(5'-(cyclopropylcarbamoyl)-2'-methyl-[1,1'-biphenyl]-4-carbonyl)phenoxy)ethoxy)carbonyl)amino)prop-1-yn-1-yl)benzoate hydrochloride